C(C1=CC=CC=C1)N1C(N(C2=C1C=CC=C2)C2=NC(=CC=C2)OC2=CC(=CC=C2)Br)=O 1-benzyl-3-(6-(3-bromophenoxy)pyridin-2-yl)-1,3-dihydro-2H-benzo[d]imidazol-2-one